C1(CCCC1)C1=NNC=C1 cyclopentyl-pyrazole